N1=CC(=CC=C1)NC(C1=CC=CC=C1)=O N-(Pyridin-3-Yl)benzamide